3-fluoro-5-(((6R,8aR)-1,1,2,2,6,7,7-heptafluoro-8a-hydroxy-1,2,6,7,8,8a-hexahydroacenaphthylen-5-yl)oxy)benzonitrile FC=1C=C(C#N)C=C(C1)OC1=CC=C2C(C([C@]3(CC([C@@H](C1=C32)F)(F)F)O)(F)F)(F)F